[2-(Benzhydrylideneamino)-3-fluoropyridin-4-yl]methanol C(C1=CC=CC=C1)(C1=CC=CC=C1)=NC1=NC=CC(=C1F)CO